ClC1=CC=C(C(=O)C2=C(SC=C2C)NC([C@H](C)NC(OCC2C3=CC=CC=C3C=3C=CC=CC23)=O)=O)C=C1 (9H-fluoren-9-yl)methyl (S)-(1-((3-(4-chlorobenzoyl)-4-methylthiophen-2-yl)amino)-1-oxopropan-2-yl)carbamate